BrC1=NN2C(N(C(=C(C2=O)N2C[C@H](N(CC2)C(=O)OC(C)(C)C)C)C(CC2OC2)C)COCC[Si](C)(C)C)=N1 tert-butyl (2R)-4-(2-bromo-5-(1-(oxiran-2-yl)propan-2-yl)-7-oxo-4-((2-(trimethylsilyl)ethoxy)methyl)-4,7-dihydro-[1,2,4]triazolo[1,5-a]pyrimidin-6-yl)-2-methylpiperazine-1-carboxylate